2-Benzyl 5-(tert-butyl) (3aR,6aS)-tetrahydropyrrolo[3,4-c]pyrrole-2,5(1H,3H)-dicarboxylate C1N(C[C@H]2[C@@H]1CN(C2)C(=O)OC(C)(C)C)C(=O)OCC2=CC=CC=C2